4-(7-(2-amino-3,5-dichloro-6-fluorophenyl)-6-chloro-3-cyano-1-(2-isopropyl-4-methylpyridin-3-yl)-2-oxo-1,2-Di-hydro-1,8-naphthyridin-4-yl)piperazine-1-carboxylic acid tert-butyl ester C(C)(C)(C)OC(=O)N1CCN(CC1)C1=C(C(N(C2=NC(=C(C=C12)Cl)C1=C(C(=CC(=C1F)Cl)Cl)N)C=1C(=NC=CC1C)C(C)C)=O)C#N